N-(2-methyl-1-morpholinopropan-2-yl)pyrazolo[1,5-a]pyrimidine-3-carboxamide CC(CN1CCOCC1)(C)NC(=O)C=1C=NN2C1N=CC=C2